trans-3-amino-6'-chloro-2'-methyl-1',2'-dihydro-3'h-spiro[cyclobutane-1,4'-isoquinolin]-3'-one malate C(C(O)CC(=O)O)(=O)O.NC1CC2(C(N(CC3=CC=C(C=C23)Cl)C)=O)C1